C1(=CC=C(C=C1)C=1C(=CC=C2C(CCOC12)=O)O[C@H](C1=CC=C(C#N)C=C1)C1=CC=NC=C1)C1=CC=CC=C1 (R,S)-4-(((8-([1,1'-Biphenyl]-4-yl)-4-oxochroman-7-yl)oxy)(pyridin-4-yl)methyl)benzonitrile